C(C=C)(=O)N1CCC(CC1)(C)OC1=CC(=NC=C1)C(=O)NC1=CC=C(C=C1)C1=CC2=C(N=CN=C2N2CCOCC2)N1 4-((1-acryloyl-4-methylpiperidin-4-yl)oxy)-N-(4-(4-morpholino-7H-pyrrolo[2,3-d]pyrimidin-6-yl)phenyl)picolinamide